L-valinal N[C@@H](C(C)C)C=O